4-(2-chlorophenyl)-2-(2-naphthylmethyl)imidazole ClC1=C(C=CC=C1)C=1N=C(NC1)CC1=CC2=CC=CC=C2C=C1